C(CCCCC)SP(=S)(OCCCCCC)[O-].[Cu+] Copper dihexyldithiophosphate